CC(C)(C)C1=CC2=C(OP(OC3=C(C2)C=C(C=C3C(C)(C)C)C(C)(C)C)O)C(=C1)C(C)(C)C 2,4,8,10-tetrakis(1,1-dimethylethyl)-6-hydroxy-12H-dibenzo[d,g][1,3,2]dioxaphosphocin